ClC=1C=C(C=CC1F)NC(=O)C=1N(C=C2C1CCC2NC(OCC=2N=NN(N2)C)=O)C (2-methyl-2H-tetrazol-5-yl)methyl (1-((3-chloro-4-fluorophenyl)carbamoyl)-2-methyl-2,4,5,6-tetrahydrocyclopenta[c]pyrrol-4-yl)carbamate